4,4'-{isopropylidenebis[2,6-dibromophenol]} C(C)(C)(C1=CC(=C(C(=C1)Br)O)Br)C1=CC(=C(C(=C1)Br)O)Br